C(C=C)(=O)N1CCC(CC1)C1=NNC2=NC=NC(=C21)NC2=C(C=C(OC=1C=C(C=CC1)S(=O)(=O)NC1CC(C1)(F)F)C=C2)F 3-(4-((3-(1-acryloylpiperidin-4-yl)-1H-pyrazolo[3,4-d]pyrimidin-4-yl)amino)-3-fluorophenoxy)-N-(3,3-difluorocycloButyl)benzenesulfonamide